2-fluoro-1-(4-nitrophenyl)ethan-1-d-1-ol FCC(O)([2H])C1=CC=C(C=C1)[N+](=O)[O-]